O1C(=C(C(=O)C2=C(O)C(=C(O)C(=C12)CC(=O)O)CC(=O)O)CC(=O)O)C1=CC=C(O)C=C1.C(C)(=O)OC1=CC=C(C=2OC3=CC(=CC(=C3C(C2)=O)OC(C)=O)OC(C)=O)C=C1 4',5,7-triacetoxyflavone (apigenintriacetate)